ethyl trans-4-hydroxycyclohexylcarboxylate O[C@@H]1CC[C@H](CC1)C(=O)OCC